(4-{3-[(4-methoxyphenyl)methyl]-2,4-dioxo-1,3-diazacyclohexan-1-yl}isoquinolin-8-yl)piperazine-1-carboxylic acid tert-butyl ester C(C)(C)(C)OC(=O)N1C(CNCC1)C=1C=CC=C2C(=CN=CC12)N1C(N(C(CC1)=O)CC1=CC=C(C=C1)OC)=O